methyl 2-[2-(dimethylamino)propanoyloxy]-4,7-difluoro-5-[[(2R)-2-(dimethylamino)propanoyl]amino]indane-2-carboxylate CN(C(C(=O)OC1(CC2=C(C=C(C(=C2C1)F)NC([C@@H](C)N(C)C)=O)F)C(=O)OC)C)C